C12(CC3CC(CC(C1)C3)C2)CN2N=CC(=C2C)C2=C(N=C(S2)N(C)C=2N=NC(=C(C2)C2CC2)NC=2SC3=C(N2)C=CC=C3)C(=O)OCC ethyl 5-{1-[(adamantan-1-yl)methyl]-5-methyl-1H-pyrazol-4-yl}-2-({6-[(1,3-benzothiazol-2-yl)amino]-5-cyclopropylpyridazin-3-yl}(methyl)amino)-1,3-thiazole-4-carboxylate